COC1=C(C(=CC(=C1)C(=O)N1CCOCC1)OC)S(=O)(=O)Cl 2,6-dimethoxy-4-(morpholine-4-carbonyl)benzenesulfonyl chloride